N-(2-((2'-chloro-2-fluoro-[1,1'-biphenyl]-3-yl)amino)-2-oxoethyl)-N-cyclopropylacetamide ClC1=C(C=CC=C1)C1=C(C(=CC=C1)NC(CN(C(C)=O)C1CC1)=O)F